1-[4-({(1R)-1-[3-(difluoromethyl)-2-fluorophenyl]ethyl}amino)-2-methylpyrido[3,4-d]pyrimidin-6-yl]-4-methyl-1,4-diazepan-2,3-dione FC(C=1C(=C(C=CC1)[C@@H](C)NC=1C2=C(N=C(N1)C)C=NC(=C2)N2C(C(N(CCC2)C)=O)=O)F)F